C1(CCCCC1)C(=O)N1CCC(CC1)CN1[C@@H]([C@H]([C@@H]([C@H](C1)O)O)O)C Cyclohexyl-(4-(((2r,3r,4r,5s)-3,4,5-trihydroxy-2-methylpiperidin-1-yl)methyl)piperidin-1-yl)methanone